2-chloro-5-({[trans-(4-hydroxycyclohexyl)carbonyl]amino}methyl)-N-{1-[4-(trifluoromethyl)phenyl]-1H-indazol-4-yl}benzamide ClC1=C(C(=O)NC2=C3C=NN(C3=CC=C2)C2=CC=C(C=C2)C(F)(F)F)C=C(C=C1)CNC(=O)[C@@H]1CC[C@H](CC1)O